(S)-6-(3-aminopyrrolidin-1-yl)-N-(2-morpholino-5-(piperidin-1-yl)thiazolo[4,5-b]pyridin-6-yl)picolinamide N[C@@H]1CN(CC1)C1=CC=CC(=N1)C(=O)NC=1C=C2C(=NC1N1CCCCC1)N=C(S2)N2CCOCC2